4-((2S,4R)-5-chloro-6-fluoro-2-((methylamino)methyl)-2-phenyl-2,3-dihydrobenzofuran-4-yl)-5-fluoro-6-(2-methoxyethoxy)nicotinamide ClC=1C(=CC2=C(C[C@](O2)(C2=CC=CC=C2)CNC)C1C1=C(C(=NC=C1C(=O)N)OCCOC)F)F